C(CC(C(F)F)(C(=O)O)N)CN.Cl D,L-alpha-difluoromethylornithine hydrochloride